FC(C1=CC2=C(SC(=C2)C(N[C@H]2CCC[C@@H]3N(C2=O)[C@@H](CC3)C(=O)N3CC(C3)C=3C=NC=CC3F)=O)C=C1)(F)P(O)(O)=O (difluoro(2-(((3S,6S,9aS)-3-(3-(4-fluoropyridin-3-yl)azetidine-1-carbonyl)-5-oxooctahydro-1H-pyrrolo[1,2-a]azepin-6-yl)carbamoyl)benzo[b]thiophen-5-yl)methyl)phosphonic acid